1,2-Diarachidonoyl-sn-glycero-3-phosphoethanolamine C(CCC\C=C/C\C=C/C\C=C/C\C=C/CCCCC)(=O)OC[C@@H](OC(CCC\C=C/C\C=C/C\C=C/C\C=C/CCCCC)=O)COP(=O)(O)OCCN